C(C=C)(=O)N1CC(C1)OC=1C(=NC=NC1N)C=1C(=C(C=C(C1)F)NC(C1=C(C=C(C=C1)C1CC1)F)=O)C N-(3-(5-((1-Acryloylazetidin-3-yl)oxy)-6-aminopyrimidin-4-yl)-5-fluoro-2-methylphenyl)4-cyclopropyl-2-fluorobenzamide